4-((3-((4-(((R)-1-(3-amino-5-(trifluoromethyl)phenyl)ethyl)amino)-6-methoxy-2-methylquinazolin-7-yl)oxy)propyl)amino)-2-(2,6-dioxopiperidin-3-yl)isoindoline-1,3-dione NC=1C=C(C=C(C1)C(F)(F)F)[C@@H](C)NC1=NC(=NC2=CC(=C(C=C12)OC)OCCCNC1=C2C(N(C(C2=CC=C1)=O)C1C(NC(CC1)=O)=O)=O)C